N-(2-(dimethylphosphoryl)-4-(3-ethyl-1H-pyrrolo[2,3-b]pyridin-5-yl)phenyl)acetamide n-nonyl-isononyl-phthalate C(CCCCCCCC)C=1C(=C(C(C(=O)O)=CC1)C(=O)O)CCCCCCC(C)C.CP(=O)(C)C1=C(C=CC(=C1)C=1C=C2C(=NC1)NC=C2CC)NC(C)=O